(3aR,4R,7R,7aR)-7-azido-2,2-dimethyl-4-(((triisopropylsilyl)oxy)methyl)tetrahydro-4H-[1,3]dioxolo[4,5-c]pyran-6-yl nitrate [N+](=O)(OC1[C@@H]([C@@H]2[C@H]([C@H](O1)CO[Si](C(C)C)(C(C)C)C(C)C)OC(O2)(C)C)N=[N+]=[N-])[O-]